(tert-butyl 2,6-difluoro-4-hydroxyphenyl) carbamate C(N)(OC1=C(C(=C(C=C1F)O)C(C)(C)C)F)=O